FC(C1=CC=C(C=C1)C1=NOC(=N1)C=1N=CC(=NC1)OC1=CC=C2C=C(NC2=C1)C(=O)N1CCN(CC1)CC1=CC=C(C=C1)OCC(F)(F)F)(F)F (6-((5-(3-(4-(trifluoromethyl)phenyl)-1,2,4-oxadiazol-5-yl)pyrazin-2-yl)oxy)-1H-indol-2-yl)(4-(4-(2,2,2-trifluoroethoxy)benzyl)piperazin-1-yl)methanone